2-[(3-Chlorophenyl)hydrazono]acetic acid ethyl ester C(C)OC(C=NNC1=CC(=CC=C1)Cl)=O